C(C)OC1=CC=C(C=NC2=CC=C(C=C2)CCCC)C=C1 N-(p-Ethoxybenzyliden)-p-n-butylanilin